FC1=C(C=CC(=C1)C(NC)=O)C=1N=C2SC3=C(N2C1)C=CC(=C3)C(=O)O (2-fluoro-4-(methylcarbamoyl)phenyl)benzo[d]imidazo[2,1-b]thiazole-7-carboxylic acid